N-(3-oxo-2,3-dihydro-1H-inden-5-yl)acrylamide O=C1CCC2=CC=C(C=C12)NC(C=C)=O